CNC=1C=2N=NN([C@H]3[C@H](O)[C@H](O)[C@@H](CO)O3)C2N=CN1 N6-methyl-8-azaadenosine